isopropyl ((((2R,3S,5R)-5-(2-amino-6-mercapto-9H-purin-9-yl)-3-hydroxytetrahydrofuran-2-yl)methoxy)(phenoxy)phosphoryl)-L-alaninate NC1=NC(=C2N=CN(C2=N1)[C@H]1C[C@@H]([C@H](O1)COP(=O)(OC1=CC=CC=C1)N[C@@H](C)C(=O)OC(C)C)O)S